4-oxo-1,4-dihydroquinoline-3-carboxamide O=C1C(=CNC2=CC=CC=C12)C(=O)N